C(C(C)C)C1=CC=C(C(=O)NC(C(=O)O)=CC=2NC=CC2)C=C1 2-(4-isobutylbenzamido)-3-(1H-pyrrol-2-yl)acrylic acid